4-(((2,5-di(pyridin-2-yl)thieno[2,3-d]pyrimidin-4-yl)amino)methyl)benzenesulfonamide N1=C(C=CC=C1)C=1N=C(C2=C(N1)SC=C2C2=NC=CC=C2)NCC2=CC=C(C=C2)S(=O)(=O)N